3-(6-{[(6-chloro-1H-indol-3-yl)sulfonyl]amino}-2,5-difluoropyridin-3-yl)propanoic acid ethyl ester C(C)OC(CCC=1C(=NC(=C(C1)F)NS(=O)(=O)C1=CNC2=CC(=CC=C12)Cl)F)=O